N[C@H]1[C@@H](CCC1)NC(=O)C=1SC=2N=CC=C3N(C(NC1C23)=O)C2=CC(=NC=C2)C(C)C N-((1R,2R)-2-Aminocyclopentyl)-5-(2-isopropylpyridin-4-yl)-4-oxo-4,5-dihydro-3H-1-thia-3,5,8-triazaacenaphthylene-2-carboxamide